C(C1=CC=CC=C1)OC(=O)N1CCC(CC1)OC1CC(C1)OC1=NC=CC(=C1)N1C2(COC2)CN(CC1)C1=C(N=NC(=C1)Cl)N 4-[3-[[4-[8-(3-amino-6-chloro-pyridazin-4-yl)-2-oxa-5,8-diazaspiro[3.5]nonan-5-yl]-2-pyridinyl]oxy]cyclobutoxy]piperidine-1-carboxylic acid benzyl ester